[(7R,9aS)-7-(4-chlorophenyl)-7-hydroxy-3,4,6,8,9,9a-hexahydro-1H-pyrido[1,2-a]pyrazin-2-yl]-(4-chloro-3-methyl-1H-indazol-5-yl)methanone ClC1=CC=C(C=C1)[C@@]1(CC[C@@H]2N(CCN(C2)C(=O)C=2C(=C3C(=NNC3=CC2)C)Cl)C1)O